((2R,3R)-3-(2-iodophenyl)-1,4-dioxaspiro[4.5]decan-2-yl)methyl sulfamate S(N)(OC[C@H]1OC2(O[C@@H]1C1=C(C=CC=C1)I)CCCCC2)(=O)=O